C1(=CC=CC=C1)[C@@H](C(=O)OC)N1C=NC2=C(C1=S)C=NN2 methyl (S)-2-phenyl-2-(4-thioxo-1,4-dihydro-5H-pyrazolo[3,4-d]pyrimidin-5-yl)acetate